N[C@@H](C(=O)N1CCN(CC1)CC1=C(C=CC=C1F)OCC)C1CCN(CC1)C1=C(C=CC=C1)Cl (R)-2-amino-2-(1-(2-chlorophenyl)piperidin-4-yl)-1-(4-(2-ethoxy-6-fluorobenzyl)piperazin-1-yl)ethan-1-one